4-(aminomethyl)-6-chloro-N-(4,4-difluorocyclohexyl)pyridin-2-amine NCC1=CC(=NC(=C1)Cl)NC1CCC(CC1)(F)F